3,3-difluoro-4-methylenepiperidine hydrochloride Cl.FC1(CNCCC1=C)F